ClC1=NC=C(C(=C1)C1=C(C=NC(=C1)C)C(=O)NC=1SC2=C(N1)CN(C2)C(=O)C2=C(C=NN2C)Cl)OC 2'-chloro-N-(5-(4-chloro-1-methyl-1H-pyrazole-5-carbonyl)-5,6-dihydro-4H-pyrrolo[3,4-d]thiazol-2-yl)-5'-methoxy-6-methyl-[4,4'-bipyridine]-3-carboxamide